N,N'-diethylimidazolium C(C)N1C=[N+](C=C1)CC